BrC1=C(C=CC=C1)C1=CC=C(S1)C(=O)N1CCN(CC1)C1=CC=C(C=C1)OC (5-(2-Bromophenyl)thiophen-2-yl)(4-(4-methoxyphenyl)piperazin-1-yl)methanone